2-methyl-2-(ortho-nitrophenoxy)propanamide CC(C(=O)N)(C)OC1=C(C=CC=C1)[N+](=O)[O-]